ClC1=C(C(=O)NC2=NN=NN2C)C=CC=C1SC 2-chloro-3-(methylsulfanyl)-N-(1-methyl-1H-tetrazol-5-yl)-benzamide